C(C1=CC=CC=C1)SC1=C(C=C(C=C1)NC([C@H](CC1=CC=CC=C1)NC(OC(C)(C)C)=O)=O)C tert-butyl (s)-1-(4-(benzylsulfanyl)-3-methylphenylamino)-1-oxo-3-phenylprop-2-ylcarbamate